2-(1,3-benzodioxol-5-yl)-3H-naphtho[3,2-e]benzimidazole-6,11-dione O1COC2=C1C=CC(=C2)C2=NC1=C(N2)C=CC2=C1C(C=1C=CC=CC1C2=O)=O